C1(CC1)COC=1C=CC(=NC1)NC([C@H](C)[C@@H]1C[C@@H](C(CC1)(F)F)C1=CNC(C=C1)=O)=O (R)-N-(5-(cyclopropylmethoxy)pyridin-2-yl)-2-((1s,3R)-4,4-difluoro-3-(6-oxo-1,6-dihydropyridin-3-yl)cyclohexyl)propanamide